(S)-tert-Butyl (1-(5-(benzyloxy)-6-chloro-2-iodopyridin-3-yl)-3,3-dimethylbutan-2-yl)carbamate C(C1=CC=CC=C1)OC=1C=C(C(=NC1Cl)I)C[C@@H](C(C)(C)C)NC(OC(C)(C)C)=O